3-(5-(5-chloro-2-((1-methyl-1H-pyrazol-4-yl)amino)pyrimidin-4-yl)-3a-methylhexahydropyrrolo[3,4-c]pyrrol-2(1H)-yl)-3-oxopropanenitrile ClC=1C(=NC(=NC1)NC=1C=NN(C1)C)N1CC2C(C1)(CN(C2)C(CC#N)=O)C